NC1=C(C=C(C=N1)NC(C(N1[C@@H](C[C@@H]([C@H](C1)C)CC(C)C)C=1C=CC2=C(N=CS2)C1)=O)=O)C |o1:11,13,14| Rel-N-(6-amino-5-methyl-3-pyridyl)-2-oxo-2-[Rac-(2S,4S,5R)-2-(1,3-Benzothiazol-5-yl)-4-Isobutyl-5-methyl-1-piperidyl]acetamide